2,3,5,6-tetrabromo-1,4-difluorobenzene BrC1=C(C(=C(C(=C1Br)F)Br)Br)F